carbonic acid 1-{4-[3-(2,5-bis-trifluoromethylbenzyloxy)-phenyl]-5-cyano-2H-[1,2,3]triazol-2-yl}-ethyl ester 2-(tetrahydro-pyran-2-yloxy)-ethyl ester O1C(CCCC1)OCCOC(OC(C)N1N=C(C(=N1)C1=CC(=CC=C1)OCC1=C(C=CC(=C1)C(F)(F)F)C(F)(F)F)C#N)=O